1-(4-(N,N-bis(4-methoxybenzyl)sulfamoyl)-1H-pyrazol-1-yl)-cyclopropane-1-carboxylic acid methyl ester COC(=O)C1(CC1)N1N=CC(=C1)S(N(CC1=CC=C(C=C1)OC)CC1=CC=C(C=C1)OC)(=O)=O